C1(=CC=CC=C1)S(=O)(=O)N1C=C(C=2C1=NC(=CC2)C=2C(=NOC2)C)C2=NC(=NC=C2C(F)(F)F)N[C@@H]2CN(C[C@@H](C2)O)C(=O)OC(C)(C)C tert-butyl (3S,5R)-3-[[4-[1-(benzenesulfonyl)-6-(3-methylisoxazol-4-yl)pyrrolo[2,3-b]pyridin-3-yl]-5-(trifluoromethyl)pyrimidin-2-yl]amino]-5-hydroxy-piperidine-1-carboxylate